4-(2-{5-[(1R,4R,7R)-7-amino-2-azabicyclo[2.2.1]heptane-2-carbonyl]-7-methoxy-1-methyl-1H-1,3-benzodiazol-2-yl}-1-(cyclopropylmethyl)-1H-indol-7-yl)-2-methoxyphenol N[C@H]1[C@@H]2N(C[C@H]1CC2)C(=O)C2=CC1=C(N(C(=N1)C=1N(C3=C(C=CC=C3C1)C1=CC(=C(C=C1)O)OC)CC1CC1)C)C(=C2)OC